CNCCCN1C2=C(OCC1=O)C=C(C=C2)NC2=CC=C(C=C2)N2CCC(CC2)C(F)(F)F 4-(3-(methylamino)propyl)-7-((4-(4-(trifluoromethyl)piperidin-1-yl)phenyl)amino)-2H-benzo[b][1,4]oxazin-3(4H)-one